CN1N=NC2=C1C=CC(=C2)OC2=CC=C(N)C=C2 4-[(1-methyl-1,2,3-benzotriazol-5-yl)oxy]aniline